C(C1=CC=CC=C1)OC([C@H](NC(=O)OC(C)(C)C)CC(=O)O)=O Boc-D-aspartic acid 1-benzyl ester